C(CC)OCCC(=O)N(C)C beta-propoxy-N,N-dimethylpropionamide